(tert-butylamino)dimethyl-(9,9-ditetradecyl-2-methyl-3,9-dihydro-cyclopenta[b]fluoren-3-yl)silane C(C)(C)(C)N[Si](C1C(=CC2=CC=3C(C4=CC=CC=C4C3C=C21)(CCCCCCCCCCCCCC)CCCCCCCCCCCCCC)C)(C)C